1-(3-bromophenyl)-N-{3-fluoro-4-[4-(morpholin-4-yl)-7-{[2-(trimethylsilyl)ethoxy]methyl}-7H-pyrrolo[2,3-d]pyrimidin-6-yl]phenyl}methanesulfonamide BrC=1C=C(C=CC1)CS(=O)(=O)NC1=CC(=C(C=C1)C1=CC2=C(N=CN=C2N2CCOCC2)N1COCC[Si](C)(C)C)F